(2R,4S)-4-methoxy-N-(3-(2-((3-meth-oxy-1-methyl-1H-pyrazol-4-yl)amino)-5-methyl-pyrimidin-4-yl)-1H-indol-7-yl)-1-(1-methylpiperidin-4-yl)pyrrolidine-2-carboxamide CO[C@H]1C[C@@H](N(C1)C1CCN(CC1)C)C(=O)NC=1C=CC=C2C(=CNC12)C1=NC(=NC=C1C)NC=1C(=NN(C1)C)OC